Cl.C(CCC)OC1=NC2=CC=CC=C2C(=C1)C(=O)NCCN(CC)CC 2-Butoxy-N-(2-diethylaminoethyl)cinchoninamide hydrochloride